ClC1=C(C(=CC=C1Cl)O)[C@@H]1CC2=NN=C(N2C1)[C@@H]1CC(NCC1)=O (S)-4-((S)-6-(2,3-dichloro-6-hydroxyphenyl)-6,7-dihydro-5H-pyrrolo[2,1-c][1,2,4]triazol-3-yl)piperidin-2-one